FC(CN1C(=NC=2C1=NC(=CC2)C=2C=CN1N=C(N=CC12)N[C@@H]1[C@@H](CN(CC1)CC(C)C)F)C)F 5-(3-(2,2-Difluoroethyl)-2-methyl-3H-imidazo[4,5-b]pyridin-5-yl)-N-((3R,4S)-3-fluoro-1-isobutylpiperidin-4-yl)pyrrolo[2,1-f][1,2,4]triazin-2-amine